N[C@H](CO)C(C)(C)C (S)-2-Amino-3,3-dimethylbutan-1-ol